C1(=CC=CC=C1)CCO PHENYL-ETHYLALCOHOL